O1CCN(CC1)C1=NN(C=C1C(=O)OCC)C=1C=NC(=CC1)C(F)(F)F ethyl 3-morpholino-1-(6-(trifluoromethyl) pyridin-3-yl)-1H-pyrazole-4-carboxylate